BrC1=CC(=CC=2CCCC(C12)CC)O 4-Bromo-5-ethyl-5,6,7,8-tetrahydronaphthalen-2-ol